ClC1=C(C(=C(CC(C(=O)N)CC)C=C1)F)C=1NC(C=C(N1)C1=NC=C(C=C1)C#CC1CC1)=O (4-chloro-3-{4-[5-(cyclopropylethynyl)pyridin-2-yl]-6-oxo-1,6-dihydropyrimidin-2-yl}-2-fluorobenzyl)butanamide